C1(=CC=CC=C1)S(=O)(=O)NC1=C(C=C(C(=C1)Cl)Cl)N N-benzenesulfonyl-4,5-dichloro-o-phenylenediamine